(4-(3-((1H-indol-5-yl)ethynyl)imidazo[1,2-b]pyridazin-6-yl)phenyl)(morpholino)methanone N1C=CC2=CC(=CC=C12)C#CC1=CN=C2N1N=C(C=C2)C2=CC=C(C=C2)C(=O)N2CCOCC2